C(C1=CC=CC=C1)(=O)ON=C(C(=O)C1=CC=C(C=C1)SC1=CC=CC=C1)CC N-benzoyloxy-1-(4-(phenylsulfanyl)phenyl)butan-1-one-2-imine